2-(4-cyclopropyl-6-methoxy-pyrimidin-5-yl)-5-methyl-4-[[4-[1-(oxetan-3-yl)-4-(trifluoromethyl)imidazol-2-yl]phenyl]methoxy]pyrimidine C1(CC1)C1=NC=NC(=C1C1=NC=C(C(=N1)OCC1=CC=C(C=C1)C=1N(C=C(N1)C(F)(F)F)C1COC1)C)OC